BrC1=[GeH]C=2C(C3=CC(=C(C=C3C2C=C1OC)OC)Br)(C1=CC=CC=C1)C1=CC=CC=C1 2,7-Dibromo-3,6-dimethoxy-9,9-diphenylgermafluorene